3-((6-(bis(2-methoxyethyl)amino)-8-(4-methoxypiperidin-1-yl)-4-(4-methyl-3-oxopiperazin-1-yl)pyrimido[5,4-d]pyrimidin-2-yl)(2-methoxyethyl)amino)-N-(N,N-dimethylsulfamoyl)propanamide COCCN(C=1N=C(C=2N=C(N=C(C2N1)N1CC(N(CC1)C)=O)N(CCC(=O)NS(N(C)C)(=O)=O)CCOC)N1CCC(CC1)OC)CCOC